5-[(3S)-tetrahydrofuran-3-yl]oxo-1H-indole-7-carboxamide O1C[C@@H](CC1)C=1C=C2C=CNC2=C(C1)C(=O)N=O